[2-(2-isopropylphenyl)-5H-pyrrolo[3,2-d]pyrimidin-7-yl]-[4-[1-methyl-4-(trifluoromethyl)imidazol-2-yl]phenyl]methanone C(C)(C)C1=C(C=CC=C1)C=1N=CC2=C(N1)C(=CN2)C(=O)C2=CC=C(C=C2)C=2N(C=C(N2)C(F)(F)F)C